C(C)(C)(C)OC(=O)C=1C=C(C=CC1)NC(NC=1SC=C(C1C(=O)OCC)C)=O ethyl 2-(3-(3-(tert-butoxycarbonyl) phenyl) ureido)-4-methylthiophene-3-carboxylate